BrC=1C=C(C=CC1)S(=O)C1=C(N=NN1)C(=O)OCC ethyl 5-((3-bromophenyl) sulfinyl)-1H-1,2,3-triazole-4-carboxylate